IC1=CC(=C2CCC(CC2=C1OC)N1CC2=CC=CC=C2C1)OC 2-(7-iodo-5,8-dimethoxy-1,2,3,4-tetrahydronaphthalen-2-yl)isoindoline